N-((1-(1H-indol-5-yl)-1,2,3,4-tetrahydroquinolin-3-yl)methyl)acrylamide N1C=CC2=CC(=CC=C12)N1CC(CC2=CC=CC=C12)CNC(C=C)=O